(3S,9aR/S)-3-methyl-octahydro-2H-pyrazino[1,2-a]pyrazine-2-carboxylic acid tert-butyl ester C(C)(C)(C)OC(=O)N1C[C@@H]2N(C[C@@H]1C)CCNC2 |&1:9|